tert-butyl 4-(4-(3-morpholinopropoxy)benzyl)-2,3-dihydro-1H-pyrrole-1-carboxylate O1CCN(CC1)CCCOC1=CC=C(CC=2CCN(C2)C(=O)OC(C)(C)C)C=C1